ClC=1C(=NC=C(C1)OC1=C(C=C(C=C1Cl)[N+](=O)[O-])Cl)F 3-Chloro-5-(2,6-dichloro-4-nitrophenoxy)-2-fluoropyridine